O=C1C[C@@H]2[C@@H](CN(C2)C(=O)OC(C)(C)C)C1 1,1-dimethylethyl (3aR,6aS)-5-oxo-hexahydrocyclopenta[c]pyrrole-2(1H)-carboxylate